7-bromo-5-fluoroisoquinolin-1(2H)-one BrC1=CC(=C2C=CNC(C2=C1)=O)F